C(C1=CC=CC=C1)N1CC(CCC1)C1=CC=NC=2N1N=C(C2)N(C2CCNCC2)C 7-(1-Benzylpiperidin-3-yl)-N-methyl-N-(piperidin-4-yl)pyrazolo[1,5-a]pyrimidin-2-amine